FC1=C(C=C(C=C1)C1=NC=CC=C1C1=CC=2N(C=C1)N=CC2C(=O)N[C@H]2CN1CCC2CC1)C (R)-5-(2-(4-Fluoro-3-methylphenyl)pyridin-3-yl)-N-(quinuclidin-3-yl)pyrazolo[1,5-a]pyridin-3-carboxamid